I.FC1=C(N)C(=C(C(=C1F)F)F)F 2,3,4,5,6-pentafluoroaniline hydroiodide